5-[1-(1H-pyrrolo[2,3-b]pyridin-4-yl)-1H-pyrazol-4-yl]nicotinonitrile N1C=CC=2C1=NC=CC2N2N=CC(=C2)C=2C=NC=C(C#N)C2